2,5-bis(4-pyridyl)-1,3,4-thiadiazole N1=CC=C(C=C1)C=1SC(=NN1)C1=CC=NC=C1